4-[1-[(3S)-2,6-dioxo-3-piperidyl]indol-5-yl]piperidine-1-carboxylic acid tert-butyl ester C(C)(C)(C)OC(=O)N1CCC(CC1)C=1C=C2C=CN(C2=CC1)[C@@H]1C(NC(CC1)=O)=O